2-Amino-6-(benzyloxy)-7-butyl-9-(4-methoxybenzyl)-7,9-dihydro-8H-purin-8-one NC1=NC(=C2N(C(N(C2=N1)CC1=CC=C(C=C1)OC)=O)CCCC)OCC1=CC=CC=C1